ClC1=C(C=C(C=C1)NC(=O)[C@@H]1CN(CCC1)C(=O)N1CC[NH+](CC1)C)F (S)-4-(3-((4-chloro-3-fluorophenyl)carbamoyl)piperidine-1-carbonyl)-1-methylpiperazin-1-ium